tert-Butyl (S)-3-(((1-(4-bromophenyl)-2,2,2-trifluoroethyl) (methyl)carbamoyl)oxy)azetidine-1-carboxylate BrC1=CC=C(C=C1)[C@@H](C(F)(F)F)N(C(=O)OC1CN(C1)C(=O)OC(C)(C)C)C